C(\C=C/C(=O)O)(=O)O.C(=C)OC METHYL VINYL ETHER-MALEIC ACID SALT